8-(2-Azabicyclo[2.1.1]hexan-2-yl)-N-((1R,2R)-2-fluorocyclobutyl)-7-(1H-pyrazol-4-yl)-[1,2,4]triazolo[1,5-c]pyrimidin-2-amine C12N(CC(C1)C2)C=2C=1N(C=NC2C=2C=NNC2)N=C(N1)N[C@H]1[C@@H](CC1)F